FC=1C=C(C=C(C1)F)NC(NC1=C(C(=O)NCCO)C=CC(=C1)F)=O 2-[3-(3,5-difluorophenyl)ureido]-4-fluoro-N-(2-hydroxy-ethyl)benzamide